OC1=CC=C(CN2C(=NC=C2)C(=O)O)C=C1 1-(4-hydroxybenzyl)-1H-imidazole-2-carboxylic acid